5,5-dimethyl-2-diazo-1,3-cyclohexanedione CC1(CC(C(C(C1)=O)=[N+]=[N-])=O)C